N-[2-[4-[[4-[3-[(2,6-dioxo-3-piperidinyl)amino]phenyl]-1-piperidinyl]methyl]cyclohexyl]-7-isopropoxy-imidazo[1,2-a]pyridin-6-yl]-6-(trifluoromethyl)pyridine-2-carboxamide O=C1NC(CCC1NC=1C=C(C=CC1)C1CCN(CC1)CC1CCC(CC1)C=1N=C2N(C=C(C(=C2)OC(C)C)NC(=O)C2=NC(=CC=C2)C(F)(F)F)C1)=O